NC1=C(N=C(C(=N1)N1CCC2(CC1)C(C=1C(=NC=CC1)C2)N)F)SC2=C(C(=NC=C2)N)Cl 1'-(6-amino-5-((2-amino-3-chloropyridin-4-yl)thio)-3-fluoropyrazin-2-yl)-5,7-dihydrospiro[cyclopenta[b]pyridin-6,4'-piperidin]-5-amine